F[C@@H](CN(CCC(C(=O)O)NC1=NC(=NC=C1)C(F)(F)F)CCCCC1=NC=2NCCCC2C=C1)COC 4-(((S)-2-fluoro-3-methoxypropyl)(4-(5,6,7,8-tetrahydro-1,8-naphthyridin-2-yl)butyl)amino)-2-((2-(trifluoromethyl)pyrimidin-4-yl)amino)butanoic acid